N'-[2-(dimethylamino)ethyl]-N,N,N'-trimethyl-ethane-1,2-diamine CN(CCN(CCN(C)C)C)C